NC1=NC=NN2C1=C(C(=N2)C2=C(C=C(C=C2)NC(C(=C)F)=O)OC)C2=CC(=C(C(=O)NCC(F)(F)F)C=C2)OC 4-(4-amino-6-(4-(2-fluoroacrylamido)-2-methoxyphenyl)pyrazolo[5,1-f][1,2,4]triazin-5-yl)-2-methoxy-N-(2,2,2-trifluoroethyl)benzamide